[1,2]oxazolo[4,3-h]quinoline-3-carboxylic acid sodium salt [Na+].N=1OC(=C2C=CC=3C=CC=NC3C21)C(=O)[O-]